6-(trifluoromethyl)quinazolin n-octadecyl-3-(3'-methyl-5'-t-butyl-4'-hydroxyphenyl)-propionate C(CCCCCCCCCCCCCCCCC)OC(CCC1=CC(=C(C(=C1)C(C)(C)C)O)C)=O.FC(C=1C=C2C=NC=NC2=CC1)(F)F